FC1=CC2=CN(N=C2C(=C1)C(=O)N)C1CN(CCC1)CC 5-fluoro-2-(1-ethylpiperidin-3-yl)-2H-indazole-7-carboxamide